5,7-Dichloro-8-fluoro-2-mercaptopyrido[4,3-d]pyrimidin-4-ol ClC1=NC(=C(C=2N=C(N=C(C21)O)S)F)Cl